2-(3-(trifluoromethyl)-2,3-dihydropyrrolo[3',2':5,6]pyrido[2,3-b][1,4]thiazin-1(6H)-yl)benzamide tungsten [W].FC(C1CN(C2=C(S1)N=C1C(=C2)C=CN1)C1=C(C(=O)N)C=CC=C1)(F)F